3,4-Dimethoxybenzamid COC=1C=C(C(=O)N)C=CC1OC